Tridecylsuccinate C(CCCCCCCCCCCC)C(C(=O)[O-])CC(=O)[O-]